N-methyl-N-isopropyl-5-(4-methylpiperazin-1-yl)pentylamine CN(C(C)C)CCCCCN1CCN(CC1)C